Methyl-2-((2-Amino-9-((2R,3R,5S)-3-hydroxy-5-(hydroxymethyl)tetrahydrofuran-2-yl)-8-oxo-8,9-dihydro-7H-purin-7-yl)methyl)benzoat COC(C1=C(C=CC=C1)CN1C(N(C2=NC(=NC=C12)N)[C@@H]1O[C@@H](C[C@H]1O)CO)=O)=O